N-(6-amino-5-ethylpyridin-3-yl)-2-((2R,5S)-5-methyl-2-(3-(1-methylpiperidin-3-yl)phenyl)piperidin-1-yl)-2-oxoacetamide NC1=C(C=C(C=N1)NC(C(=O)N1[C@H](CC[C@@H](C1)C)C1=CC(=CC=C1)C1CN(CCC1)C)=O)CC